4-(2-fluorophenyl)pyridin FC1=C(C=CC=C1)C1=CC=NC=C1